2-(Tert-butyl) 3-methyl 2-azabicyclo[2.2.1]heptan-2,3-dicarboxylate C12N(C(C(CC1)C2)C(=O)OC)C(=O)OC(C)(C)C